2-Cyclopentyl-4-(2-phenyl-2H-pyrazolo[4,3-b]pyridin-7-yl)benzoic Acid C1(CCCC1)C1=C(C(=O)O)C=CC(=C1)C=1C=2C(N=CC1)=CN(N2)C2=CC=CC=C2